C1(CC1)NC(CSC1=CC(=C(C(=C1)Cl)CC1=CC(=C(C=C1)O)C(C)C)Cl)=O N-cyclopropyl-2-((3,5-dichloro-4-(4-hydroxy-3-isopropylbenzyl)phenyl)thio)acetamide